2,2-difluoroethan-1-ol FC(CO)F